methyl (5R)-3-((6-((S)-(1-ethyl-1H-pyrazole-5-carboxamido)((1R,4S)-4-methylcyclohexyl)methyl)imidazo[1,2-b][1,2,4]triazin-2-yl)methyl)-2-oxo-5-(trifluoromethyl)piperidine-3-carboxylate C(C)N1N=CC=C1C(=O)N[C@H](C=1N=C2N(N=C(C=N2)CC2(C(NC[C@@H](C2)C(F)(F)F)=O)C(=O)OC)C1)C1CCC(CC1)C